(E)-Hex-2-en-1-yl-(E)-3-(4-methoxyphenyl)acrylat C(\C=C\CCC)OC(\C=C\C1=CC=C(C=C1)OC)=O